Methyl (S)-2-(((5-nitroquinolin-8-yloxy)methoxy) formamido)-3-phenylpropionate [N+](=O)([O-])C1=C2C=CC=NC2=C(C=C1)OCOC(=O)N[C@H](C(=O)OC)CC1=CC=CC=C1